6-(1-(5-Bromo-7-((2,4-dimethyl-1H-imidazol-1-yl)methyl)-1-oxo-3,4-dihydroisoquinolin-2(1H)-yl)ethyl)-4-ethoxynicotinonitrile BrC1=C2CCN(C(C2=CC(=C1)CN1C(=NC(=C1)C)C)=O)C(C)C1=NC=C(C#N)C(=C1)OCC